OCCCN1[C@@H](CN(C[C@@H]1C)C(=O)OC(C)(C)C)C tert-butyl (3r,5s)-4-(3-hydroxypropyl)-3,5-dimethylpiperazine-1-carboxylate